(2-bromo-4-chlorophenyl)triphenylsilane BrC1=C(C=CC(=C1)Cl)[Si](C1=CC=CC=C1)(C1=CC=CC=C1)C1=CC=CC=C1